S1C(=NC2=C1C=CC=C2)NC2=C(C1=C(N=N2)N(CCC1)C=1SC(=C(N1)C(=O)OC)CCCOC1=C(C=C(C=C1)C#C[Si](C)(C)C)F)C methyl 2-[3-(1,3-benzothiazol-2-ylamino)-4-methyl-6,7-dihydro-5H-pyrido[2,3-c]pyridazin-8-yl]-5-[3-[2-fluoro-4-(2-trimethylsilylethynyl)phenoxy]propyl]thiazole-4-carboxylate